FC(C1=NC(=NC=C1)OC1=CC=C(C=C1)C1CN(C1)C(=O)OC(C)(C)C)(F)F Tert-Butyl 3-[4-[4-(trifluoromethyl)pyrimidin-2-yl]oxyphenyl]azetidine-1-carboxylate